2,5-Dichloro-4-isothiocyanato-pyridine ClC1=NC=C(C(=C1)N=C=S)Cl